5-bromo-N-(tert-amyl)-4-(trifluoromethyl)pyridin-2-amine BrC=1C(=CC(=NC1)NC(C)(C)CC)C(F)(F)F